C1(CC1)CS(=O)(=O)C=1C=C(OC[C@H](CNC2COC3(C2)CCN(CC3)S(=O)(=O)C3=CC2=CC=CC=C2C=C3)O)C=CC1 (2S)-1-(3-(cyclopropylmethylsulfonyl)phenoxy)-3-(8-(naphthalen-2-ylsulfonyl)-1-oxa-8-azaspiro[4.5]decan-3-ylamino)propan-2-ol